CC(CCC(=O)O)=C 4-methyl-4-pentenoic acid